CN(CCNC(OC(C)(C)C)=O)C1CCOCC1 tert-butyl (2-(methyl(tetrahydro-2H-pyran-4-yl)amino)ethyl)carbamate